(S)-3-amino-4-(4-iodophenyl)-butyric acid N[C@H](CC(=O)O)CC1=CC=C(C=C1)I